N-[4-(2,3-DIHYDRO-1H-INDEN-5-YL)-1,3-THIAZOL-2-YL]-2-[4-METHYL-4-(NAPHTHALEN-2-YL)-2,5-DIOXOIMIDAZOLIDIN-1-YL]ACETAMID C1CCC2=CC(=CC=C12)C=1N=C(SC1)NC(CN1C(NC(C1=O)(C1=CC2=CC=CC=C2C=C1)C)=O)=O